(Sa)-benzyl (6-(cyanomethyl)spiro[3.3]heptan-2-yl)carbamate C(#N)CC1CC2(CC(C2)NC(OCC2=CC=CC=C2)=O)C1